3-(2-(Dimethylamino)ethyl)-1H-indol-4-yl morpholine-4-carboxylate HCl salt Cl.N1(CCOCC1)C(=O)OC1=C2C(=CNC2=CC=C1)CCN(C)C